(2S)-2-ethynyl-2-methylpyrrolidine hydrochloride Cl.C(#C)[C@]1(NCCC1)C